FC(C=1C=C(C=CC1)C1=CC=C2CCCC(C2=C1)NC(O[C@@H]1CN2CCC1CC2)=O)(F)F (S)-quinuclidin-3-yl (7-(3-(trifluoromethyl)phenyl)-1,2,3,4-tetrahydronaphthalen-1-yl)carbamate